BrC1=CC=C2C(CCS(C2=C1)(=O)=O)O 7-bromo-4-hydroxythiochromane 1,1-dioxide